C(C)(C)(C)OC(=O)N[C@H](CCCCN)C(=O)O t-butoxycarbonyl-D-lysine